Cl.CN(C1=NC(N[C@H](N1)C)=N)C (6R)-(+)-4-dimethylamino-2-imino-6-methyl-1,2,5,6-tetrahydro-1,3,5-triazine hydrochloride